2-fluoro-1'-((5-fluoro-2-methyl-3-oxo-3,4-dihydroquinolin-6-yl)methyl)-N-methyl-1',2',3',6'-tetrahydro-[3,4'-bipyridine]-6-carboxamide FC1=NC(=CC=C1C=1CCN(CC1)CC=1C(=C2CC(C(=NC2=CC1)C)=O)F)C(=O)NC